(4-(2-((5-(2-hydroxy-2-methylpropyloxy)benzo[d]thiazol-2-yl)amino)-2-oxoethyl)phenoxy)pyridine-3-carboxamide OC(COC=1C=CC2=C(N=C(S2)NC(CC2=CC=C(OC3=NC=CC=C3C(=O)N)C=C2)=O)C1)(C)C